NC=1N=NC(=CC1C1=CC=C(C=C1)N1CCC(CC1)C=O)C1=C(C=CC=C1)O 1-(4-(3-amino-6-(2-hydroxyphenyl)pyridazin-4-yl)phenyl)piperidine-4-carbaldehyde